COCC[Si](N1N=C(C2=CC=CC=C12)C1=NC(=NC=C1C#N)SC)(C)(C)C 4-{1-[(2-methoxyethyl)trimethyl-$l^{5}-silyl]indazol-3-yl}-2-(methylsulfanyl)pyrimidine-5-carbonitrile